C(C)(C)(C)OC(NC12CC(C1)(C2)C=2C=NN(C2)C=2C=NC(=CC2)C(F)(F)F)=O (3-(1-(6-(trifluoromethyl)pyridin-3-yl)-1H-pyrazol-4-yl)bicyclo[1.1.1]pent-1-yl)carbamic acid tert-butyl ester